TETRAHYDROIMIDAZO[4,5-C]PYRIDIN N1CNC2CN=CC=C21